4-chloro-2,6-dimethoxytriazine COC1=NN(NC(=C1)Cl)OC